2-[2-[2-[2-[2-[2-[2-[2-[2-[2-(2,2-dimethoxyethoxy)ethoxy]ethoxy]ethoxy]ethoxy] ethoxy]ethoxy]ethoxy]ethoxy]ethoxy]ethyl 4-methylbenzenesulfonate CC1=CC=C(C=C1)S(=O)(=O)OCCOCCOCCOCCOCCOCCOCCOCCOCCOCCOCC(OC)OC